1-benzyl-3,4-dihydro-1,5-naphthyridin-2(1H)-one C(C1=CC=CC=C1)N1C(CCC2=NC=CC=C12)=O